FC1=C(CNC(=O)C2CCN(CC2)C2=CC=C(C=C2)OC(F)(F)F)C=CC(=C1C=1NC(C(=C(N1)C)F)=O)C(F)(F)F N-[2-fluoro-3-(5-fluoro-4-methyl-6-oxo-1,6-dihydropyrimidin-2-yl)-4-(trifluoromethyl)benzyl]-1-[4-(trifluoromethoxy)phenyl]piperidine-4-carboxamide